(3-fluoro-4-(4-(pyrrolidin-1-yl)piperidin-1-yl)phenyl)-1H-1,2,4-triazole-3,5-diamine FC=1C=C(C=CC1N1CCC(CC1)N1CCCC1)N1N=C(N=C1N)N